C(#N)C=1C=CC=2N(C(N=C(C2N1)N1C[C@H](N(C[C@@H]1CC)C(CC(=O)N(C)CCOC)C1=CC=C(C=C1)C(F)(F)F)CC)=O)C 3-((2r,5s)-4-(6-cyano-1-methyl-2-oxo-1,2-dihydropyrido[3,2-d]pyrimidin-4-yl)-2,5-diethylpiperazin-1-yl)-N-(2-methoxyethyl)-N-methyl-3-(4-(trifluoromethyl)phenyl)propanamide